N1N=CC2=CC=C(C=C12)C=1C(=C(N(C1C1=C(C=CC(=C1)[N+](=O)[O-])C(=O)N1CC2=CC=CC=C2C[C@H]1CN1CCOCC1)C)C)C(=O)NCC1=C(C=CC=C1)OC 1H-indazol-6-yl-N-(2-methoxybenzyl)-1,2-dimethyl-5-(2-{[(3S)-3-(morpholin-4-ylmethyl)-3,4-dihydroisoquinolin-2(1H)-yl]carbonyl}-5-nitrophenyl)-1H-pyrrole-3-carboxamide